3-((6-methyl-5-(1,4-dioxa-8-azaspiro[4.5]decan-8-yl)pyridin-2-yl)oxy)piperidine-2,6-dione CC1=C(C=CC(=N1)OC1C(NC(CC1)=O)=O)N1CCC2(OCCO2)CC1